FC1=C(C(=CC=C1)F)C1=CC(=C(N=N1)C(=O)O)NC1=CC=C(C=C1)OC1CCSCC1.C[Si](N[Si](CCC(F)(F)F)(CCC(F)(F)F)C)(C)C tetramethyldi(trifluoropropyl)disilazane 6-(2,6-difluorophenyl)-4-((4-((Tetrahydro-2H-thiopyran-4-yl)oxy)phenyl)amino)pyridazine-3-carboxylate